C1(CC1)C1=NC=NC(=C1C=1N=CC2=C(N1)C(=NN2C)C(C)C2=CC=C(C=C2)C=2N(C=C(N2)C(F)(F)F)C(C)C)OC 5-(4-cyclopropyl-6-methoxypyrimidin-5-yl)-3-(1-(4-(1-isopropyl-4-(trifluoromethyl)-1H-imidazol-2-yl)phenyl)ethyl)-1-methyl-1H-pyrazolo[4,3-d]pyrimidine